CSC1=NC=CC(=N1)C1(CCN(CC1)C(=O)OC(C)(C)C)C(=O)OCC 1-tert-butyl 4-ethyl 4-(2-(methylthio)pyrimidin-4-yl)piperidine-1,4-dicarboxylate